FC=1C=NC=CC1C1=CN=C(N=N1)NC=1C=NC(=CC1)C(C)C 6-(3-fluoropyridin-4-yl)-N-[6-(propan-2-yl)pyridin-3-yl]-1,2,4-triazine-3-amine